(4-methyl-thiophen-3-yl)-carbamic acid tert-butyl ester C(C)(C)(C)OC(NC1=CSC=C1C)=O